CS(=O)(=O)CC(C(=O)O)=C 2-(methylsulfonylmethyl)prop-2-enoic acid